N-butylbenzothiazole C(CCC)N1CSC2=C1C=CC=C2